CC1=C(C=CC(=N1)C#N)C1=CC=CC=2N1N=CN2 6-methyl-5-{[1,2,4]triazolo[1,5-a]pyridin-5-yl}pyridine-2-carbonitrile